[Na+].C(CC(C)C)NS([O-])(=O)=O N-Isopentylsulfamic acid sodium salt